F[C@H]1[C@@]2(CCC[C@](C[C@H]1C(=C)C=1N=CC(=NC1)C1=C(C=C(C=C1)N1C=NC=C1)O)(N2)C)C 2-(5-(1-((1S,2R,3S,5R)-2-fluoro-1,5-dimethyl-9-azabicyclo[3.3.1]nonan-3-yl)vinyl)pyrazin-2-yl)-5-(1H-imidazol-1-yl)phenol